NC1=NC=CC=C1C1=NC=2C(=NC(=CC2)C2=C(C=CC=C2)Cl)N1C1=CC=C(CN2CCN(CC2)C2=NC(=NC=C2)C#N)C=C1 4-(4-(4-(2-(2-aminopyridin-3-yl)-5-(2-chlorophenyl)-3H-imidazo[4,5-b]pyridin-3-yl)benzyl)piperazin-1-yl)pyrimidine-2-carbonitrile